C(C)(C)(C)OC(CC1=C2C=NN(C2=CC=C1[N+](=O)[O-])C)=O.NC=1C(=C2C=NN(C2=CC1)C)CC(=O)OC(C)(C)C tert-butyl 2-(5-amino-1-methyl-indazol-4-yl)acetate Tert-butyl-2-(1-methyl-5-nitro-indazol-4-yl)acetate